3,6-dichloro-4-isopropenyl-pyridazine ClC=1N=NC(=CC1C(=C)C)Cl